6-bromo-N-(1-phenylethyl)quinazolin-4-amine BrC=1C=C2C(=NC=NC2=CC1)NC(C)C1=CC=CC=C1